C(C)(C)N iso-propyl-amine